(2R)-1-[(Z)-[4-amino-8-(trans-4-aminocyclohexoxy)-5,5-dimethyl-benzo[h]quinazolin-6-ylidene]amino]oxypropan-2-ol NC1=NC=NC=2C3=C(\C(\C(C12)(C)C)=N/OC[C@@H](C)O)C=C(C=C3)O[C@@H]3CC[C@H](CC3)N